CN(C1=CC=C(C=C1)C1=CC(=CC=C1)[C@H]1C[C@@H](CC2=CC=CC=C12)N(C)C)C Trans-4-(4'-(dimethylamino)-[1,1'-biphenyl]-3-yl)-N,N-dimethyl-1,2,3,4-tetrahydronaphthalen-2-amine